bis(8-(heptadecan-9-yloxy)-8-oxooctyl) 2-(2-(1-methylpiperidin-4-yl)ethyl)-1,3-dioxolane-4,5-dicarboxylate CN1CCC(CC1)CCC1OC(C(O1)C(=O)OCCCCCCCC(=O)OC(CCCCCCCC)CCCCCCCC)C(=O)OCCCCCCCC(=O)OC(CCCCCCCC)CCCCCCCC